(1S,2S)-N-(6-(((6-cyclopropyl-8-(3-(oxetan-3-yl)-2,4-dioxoimidazolidin-1-yl)imidazo[1,2-a]pyridin-2-yl)methyl)amino)pyrimidin-4-yl)-2-(4-methylpyrimidin-2-yl)cyclopropane-1-carboxamide C1(CC1)C=1C=C(C=2N(C1)C=C(N2)CNC2=CC(=NC=N2)NC(=O)[C@@H]2[C@H](C2)C2=NC=CC(=N2)C)N2C(N(C(C2)=O)C2COC2)=O